[Ag].[Cu].[Bi].[Sn] tin bismuth copper silver